C(CCCC(=O)O)(=S)O thioglutaric acid